(2S,4R)-1-((S)-2-(11-aminoundecanamido)-3,3-dimethylbutanoyl)-4-(benzyloxy)-N-(4-(4-methylthiazol-5-yl)benzyl)pyrrolidine-2-carboxamide NCCCCCCCCCCC(=O)N[C@H](C(=O)N1[C@@H](C[C@H](C1)OCC1=CC=CC=C1)C(=O)NCC1=CC=C(C=C1)C1=C(N=CS1)C)C(C)(C)C